FC(C1=NN=C(S1)C1=C(C=CC=2N(C(NC21)=O)CC#C)S(=O)(=O)NC2(CC2)CF)F [5-(difluoromethyl)-1,3,4-thiadiazol-2-yl]-N-[1-(fluoromethyl)cyclopropyl]-2-oxo-1-prop-2-ynyl-benzimidazole-5-sulfonamide